C1(CC1)CN1[C@H]2[C@@]3(CC[C@H]([C@H]4[C@@]3(C=3C(=C(C=CC3C2)O)O4)CC1)NC(CCCC1=CNC4=CC=CC=C14)=O)O 17-Cyclopropylmethyl-3,14-dihydroxy-4,5α-epoxy-6β-[4-(indol-3-yl)butanamido]morphinan